(E)-N-(2-butoxyphenyl)-2-cyclopropyl-3-(4-methoxyphenyl)acrylamide C(CCC)OC1=C(C=CC=C1)NC(\C(=C\C1=CC=C(C=C1)OC)\C1CC1)=O